C(C)(C)(C)OC(=O)N1CC2(C1)C[C@@H](CC2)N2CCC(CC2)C2=C(C=CC=C2)C2CCOCC2 (R)-6-(4-(2-(tetrahydro-2H-pyran-4-yl)phenyl)piperidin-1-yl)-2-azaspiro[3.4]Octane-2-carboxylic acid tert-butyl ester